(+)-(S)-2,5-dimethyl-2-indanmethanol C[C@@]1(CC2=CC=C(C=C2C1)C)CO